N,N-dimethylmyristylammonium C[NH+](C)CCCCCCCCCCCCCC